[N+](=O)([O-])C1=C(C=CC(=C1)[N+](=O)[O-])[Se][Se]C1=C(C=C(C=C1)[N+](=O)[O-])[N+](=O)[O-] 1,2-bis(2,4-dinitrophenyl)diselane